CC1=NC2=CC(=CC(=C2N=C1S(=O)C)[C@@H](C)NC1=C(C(=O)O)C=C(C=C1)F)C 2-[[(1R)-1-(2,7-dimethyl-3-methylsulfinyl-quinoxalin-5-yl)ethyl]amino]-5-fluoro-benzoic acid